sodium methylalaninate CN[C@@H](C)C(=O)[O-].[Na+]